N-(5-(2,6-dimethylmorpholino)-4'-((4-(1-methyl-1H-pyrazol-3-yl)-6-(methylsulfonyl)pyridin-2-yl)amino)-[2,3'-bipyridin]-6'-yl)acetamide CC1OC(CN(C1)C=1C=CC(=NC1)C=1C=NC(=CC1NC1=NC(=CC(=C1)C1=NN(C=C1)C)S(=O)(=O)C)NC(C)=O)C